O1C(=NC2=C1C=CC=C2)C(=O)O benzoxazol-carboxylic acid